1-(3-(3-nitrophenyl)acryloyl)-5,6-dihydropyridine [N+](=O)([O-])C=1C=C(C=CC1)C=CC(=O)N1CC=CCC1